CC=1N=CN(C1)C=1C=C(C=C(C1)C(F)(F)F)NC(=O)C1=CC=C2CCN(C2=C1)CC=1C=NC=NC1 N-(3-(4-methyl-1H-imidazol-1-yl)-5-(trifluoromethyl)phenyl)-1-(pyrimidin-5-ylmethyl)indoline-6-carboxamide